C(C)OC(CC1CCC(CC1)N)=O 4-(2-ethoxy-2-oxoethyl)cyclohexan-1-amine